3-chloro-5,6-dihydrobenzo[h]Cinnoline ClC=1N=NC=2C3=C(CCC2C1)C=CC=C3